1-bromo-2,5-dimethyl-4-[1-(trifluoromethyl)vinyl]benzene BrC1=C(C=C(C(=C1)C)C(=C)C(F)(F)F)C